CN1CCC(CC1)NC(=O)C1=CC2=C(N(C(=N2)NC=2SC3=C(N2)C=CC(=C3)Cl)C)C=C1 2-(6-Chloro-benzothiazol-2-ylamino)-1-methyl-1H-benzoimidazole-5-carboxylic acid (1-methyl-piperidin-4-yl)-amide